C1(CCCC1)OC=1C(=NC=CC1)C#N 3-(cyclopentyloxy)picolinenitrile